NC1C2=CC=CC=C2CC12CCN(CC2)C2=CC(=C(C(=N2)N)Cl)C(=C)C2=NNCC2 6-(1-amino-1,3-dihydrospiro[indene-2,4'-piperidine]-1'-yl)-3-(1-(2-amino-3-chloropyridin-4-yl)vinyl)-1,5-dihydro-4H-pyrazole